N-((1S,2R)-2-aminocyclohexyl)-4-(1H-pyrrolo[2,3-b]pyridin-4-yl)-3,4-dihydro-2H-1,4-thiazine-6-carboxamide hydrochloride Cl.N[C@H]1[C@H](CCCC1)NC(=O)C1=CN(CCS1)C1=C2C(=NC=C1)NC=C2